1-[(R)-1-(2-fluoro-6-methyl-phenyl)-pyrrolidin-3-yl]-4-(2-morpholin-4-yl-ethoxy)-3-(2-trifluoromethyl-benzyl)-1,3-dihydro-imidazo[4,5-c]pyridin-2-one FC1=C(C(=CC=C1)C)N1C[C@@H](CC1)N1C(N(C=2C(=NC=CC21)OCCN2CCOCC2)CC2=C(C=CC=C2)C(F)(F)F)=O